5,9-Di-methyl-4,8-decadienal CC(=CCCC=O)CCC=C(C)C